2-[(2E)-2-(aminomethyl)-3-fluoroprop-2-en-1-yl]-4-{[5-(1,3-benzoxazol-5-yl)thiophen-2-yl]methyl}-2,4-dihydro-3H-1,2,4-triazol-3-one hydrochloride Cl.NC/C(/CN1N=CN(C1=O)CC=1SC(=CC1)C=1C=CC2=C(N=CO2)C1)=C\F